N1=C2C(=CC=C1)C(OCC21CC1)=O 7'H-spiro[cyclopropane-1,8'-pyrano[4,3-b]pyridin]-5'-one